4,7,10,13-tetraoxahexadecanedioic acid C(CCOCCOCCOCCOCCC(=O)O)(=O)O